tert-butyl 3-cyclopropyl-5-{3-oxo-1H,2H,3H-pyrrolo[3,4-c]pyridin-7-yl}-1H-indazole-1-carboxylate C1(CC1)C1=NN(C2=CC=C(C=C12)C=1C2=C(C=NC1)C(NC2)=O)C(=O)OC(C)(C)C